ClC1=CC=C(C=C1)C1=C(CCC(C1)(C)C)CN1CCN(CC1)C1=CC=C(C=C1)S(=O)(=O)NC(=O)C1=CC=C(C(=N1)C1=CC(N(C=C1)C)=O)F N-[4-[4-[[2-(4-Chlorophenyl)-4,4-dimethylcyclohexen-1-yl]methyl]piperazin-1-yl]phenyl]sulfonyl-3-fluoro-1'-methyl-2'-oxo-1',2'-dihydro-[2,4'-bipyridine]-6-carboxamide